The molecule is a 3-(2-isocyanovinyl)indole in which the double bond of the isocyanovinyl group has Z (cis-) configuration. An antibacterial agent isolated from a species of Pseudomonas. It has a role as an antibacterial agent and a bacterial metabolite. [C-]#[N+]/C=C\\C1=CNC2=CC=CC=C21